[C@@H]12N(C[C@@H](NC1)C2)C=2C=CC=1N=CN=C(C1N2)NC2=C(C(=C(C=C2)OC[C@]2(OCCC2)C)Cl)F 6-((1S,4S)-2,5-Diazabicyclo[2.2.1]heptan-2-yl)-N-(3-chloro-2-fluoro-4-(((S)-2-methyltetrahydrofuran-2-yl)methoxy)phenyl)pyrido[3,2-d]pyrimidin-4-amine